C(C)(C)OC=1C(=NC(=CC1)C(F)(F)F)N1C(=NC2=CC=CC=C2C1=O)CN1[C@H](CNCC1)C (S)-3-(3-isopropoxy-6-(trifluoromethyl)pyridin-2-yl)-2-((2-methylpiperazin-1-yl)methyl)quinazolin-4(3H)-one